CN1CC2=CC(=CC(=C2CC1)C)C=1N=C(C(=NC1)N)OCC1=CC(=NC=C1)NCC 5-(2,5-dimethyl-1,2,3,4-tetrahydroisoquinolin-7-yl)-3-((2-(ethylamino)pyridine-4-Yl)methoxy)pyrazin-2-amine